4,4'-bis(1-piperidinyl)biphenyl Methyl-(S)-((3-(3,5-difluoro-4-(1,4-thiazepan-4-yl)phenyl)-2-oxo-oxazolidin-5-yl)methyl)carbamate CN(C(O)=O)C[C@H]1CN(C(O1)=O)C1=CC(=C(C(=C1)F)N1CCSCCC1)F.N1(CCCCC1)C1=CC=C(C=C1)C1=CC=C(C=C1)N1CCCCC1